O1CCN(CC1)C1=NC(=C2C=C(C=NC2=C1)NC(=O)N)OC1CCC(CC1)NC1=NC=CC=N1 (7-morpholino-5-(((1s,4s)-4-(pyrimidin-2-ylamino)cyclohexyl)oxy)-1,6-naphthyridin-3-yl)urea